C(#N)C=1C=C(C=CC1N1CCC(CC1)C(OC)OC)C=1C=C2C(=NC1)NC=C2C(=O)C=2C(=C(C=CC2F)NS(=O)(=O)N2C[C@@H](CC2)F)F (3R)-N-[3-(5-[3-cyano-4-[4-(dimethoxymethyl)piperidin-1-yl]phenyl]-1H-pyrrolo[2,3-b]pyridine-3-carbonyl)-2,4-difluorophenyl]-3-fluoropyrrolidine-1-sulfonamide